S1C(=CC=C1)S(=O)(=O)N1CCC2(CC(OC2=O)CCN2CCN(CC2)C2=CC=C(C=C2)C)CC1 8-(thiophen-2-ylsulfonyl)-3-(2-(4-(p-tolyl)piperazin-1-yl)ethyl)-2-oxa-8-azaspiro[4.5]decan-1-one